ClC=1C=C(C=CC1F)C=1N(C=C(N1)C)C=1C=CC=2N(N1)C(=CN2)C#N 6-(2-(3-chloro-4-fluorophenyl)-4-methyl-1H-imidazol-1-yl)imidazo[1,2-b]pyridazine-3-carbonitrile